methyl (5-((2-bromobenzyl) oxy)-4-oxo-4H-chromene-2-carbonylamino)-L-leucinate BrC1=C(COC2=C3C(C=C(OC3=CC=C2)C(=O)NN[C@@H](CC(C)C)C(=O)OC)=O)C=CC=C1